OCC1CC(C1)(C1=CC(=CC=C1)N1C(C2=CC=CC(=C2C1)C(F)(F)F)=O)CC(=O)NN 2-[3-(hydroxymethyl)-1-{3-[1-oxo-4-(trifluoromethyl)-2,3-dihydro-1H-isoindol-2-yl]phenyl}cyclobutyl]acetohydrazide